(E)-3-(1-methyl-1H-1,2,4-triazol-5-yl)-1-(thiazol-2-yl)prop-2-en-1-one CN1N=CN=C1/C=C/C(=O)C=1SC=CN1